(R)-N-(3-(1-((2-Amino-5-(1-(2-(dimethylamino)-2-oxoethyl)-1H-pyrazol-4-yl)pyridin-3-yl)oxy)ethyl)phenyl)-4-(methylthio)benzamid NC1=NC=C(C=C1O[C@H](C)C=1C=C(C=CC1)NC(C1=CC=C(C=C1)SC)=O)C=1C=NN(C1)CC(=O)N(C)C